CC1(CCC=2C1=NC1=C(C2NC(=O)N=S(=O)(N)C2=NN(C(=C2)C(C)(C)O)C2=CC=CC=C2)CCC1)C N'-((3,3-dimethyl-1,2,3,5,6,7-hexahydrodicyclopenta[b,e]pyridin-8-yl)carbamoyl)-5-(2-hydroxypropan-2-yl)-1-phenyl-1H-pyrazole-3-sulfonimidamide